2-benzyl-2-dimethylamino-1-(4-morpholinophenyl)-ethyl ketone C(C1=CC=CC=C1)C(C(C1=CC=C(C=C1)N1CCOCC1)C(=O)C(C(CC1=CC=CC=C1)N(C)C)C1=CC=C(C=C1)N1CCOCC1)N(C)C